2-{3-[3-(tert-butylamino)pyrrolidin-1-yl]-1,2,4-triazin-6-yl}-5-([1,2,3]triazolo[1,5-a]pyridin-5-yl)phenol dihydrochloride Cl.Cl.C(C)(C)(C)NC1CN(CC1)C=1N=NC(=CN1)C1=C(C=C(C=C1)C1=CC=2N(C=C1)N=NC2)O